N-((1S,3R)-3-((2'-(benzyloxy)-4-fluoro-[1,1'-biphenyl]-3-yl)methyl)-3-(4-(chloromethyl)oxazol-2-yl)cyclopentyl)methanesulfonamide C(C1=CC=CC=C1)OC1=C(C=CC=C1)C1=CC(=C(C=C1)F)C[C@]1(C[C@H](CC1)NS(=O)(=O)C)C=1OC=C(N1)CCl